diethyltin diisooctylmaleate C(CCCCC(C)C)/C(=C(/C(=O)[O-])\CCCCCC(C)C)/C(=O)[O-].C(C)[Sn+2]CC